4R-phenyloxazolidin-2-one C1(=CC=CC=C1)[C@H]1NC(OC1)=O